5-amino-8-(5,5-dimethyl-1,3-dioxan-2-yl)imidazo[1,5-a]pyridine-6-carboxylic acid methyl ester COC(=O)C=1C=C(C=2N(C1N)C=NC2)C2OCC(CO2)(C)C